O[C@@H]1CN(CC[C@@H]1O)C(=O)C1=CC=C2N=CC(=NC2=C1)C=1C=C2C=CN(C(C2=CC1)=O)C 6-(7-(((3R,4S)-3,4-dihydroxy-1-piperidinyl)carbonyl)-2-quinoxalinyl)-2-methyl-1(2H)-isoquinolinone